N1(CCCCC1)NC(=O)[O-] piperidine-1-carbamate